methyl 3-(benzyloxy)-4-nitrobenzoate C(C1=CC=CC=C1)OC=1C=C(C(=O)OC)C=CC1[N+](=O)[O-]